(2S,3R,4R,5S)-1-(((1s,4R)-4-(1,1-difluoroethyl)cyclohexyl)methyl)-2-(hydroxymethyl)piperidine-3,4,5-triol FC(C)(F)C1CCC(CC1)CN1[C@H]([C@H]([C@@H]([C@H](C1)O)O)O)CO